NC=1C2=C(N=CN1)N(C(=C2C2=CC=C(C=C2)COC2=CC=CC=C2)C2CN(CC2)C(C=C)=O)C 1-(3-{4-amino-7-methyl-5-[4-(phenoxymethyl)phenyl]-7H-pyrrolo[2,3-d]pyrimidin-6-yl}pyrrolidin-1-yl)prop-2-en-1-one